COC1=C(C=CC(=C1)N1CCOCC1)NC=1N=C(C2=C(N1)N(C=C2)C)OC2=C(C=CC=C2)S(=O)(=O)C N-(2-methoxy-4-morpholinylphenyl)-7-methyl-4-(2-(methylsulfonyl)phenoxy)-7H-pyrrolo[2,3-d]pyrimidin-2-amine